N1CCC(CC1)OC1=CC=C2C=NNC2=C1 6-(piperidin-4-yloxy)-1H-indazole